6-{8-[(2-carbamoyl-2-methylideneethyl)amino]-7-methoxynaphthalen-2-yl}-N-(1-methylpiperidin-4-yl)pyridine-2-carboxamide C(N)(=O)C(CNC=1C(=CC=C2C=CC(=CC12)C1=CC=CC(=N1)C(=O)NC1CCN(CC1)C)OC)=C